C(C)(C)(C)OC(=O)N1CC(CCC1)OS(=O)(=O)C.OC1=C(C=C(C=C1C(C)(C)CC)C(C)(C)CC)N1N=C2C(=N1)C=CC=C2 2-(2'-hydroxy-3',5'-di-tert-amylphenyl)benzotriazole tert-butyl-3-((methylsulfonyl)oxy)piperidine-1-carboxylate